OCCC(=O)OC(C)(C)C tert-butyl (3-hydroxy-propionate)